COC1=C(C=CC=C1)C1=CC=2C(=CN=C(C2)NC(=O)[C@H]2[C@@H](C2)C(=O)OC)N1C methyl trans-2-{[2-(2-methoxyphenyl)-1-methylpyrrolo[2,3-c]pyridin-5-yl]carbamoyl}cyclopropane-1-carboxylate